(4-bromophenyl)-4-(4-fluorophenyl)-1H-pyrazole-3-carboxylic acid ethyl ester C(C)OC(=O)C1=NN(C=C1C1=CC=C(C=C1)F)C1=CC=C(C=C1)Br